C(C)(C)(C)OC(=O)N[C@@H](C(=O)N[C@@H](CC1=CC=C(C=C1)NS(=O)(=O)O)C=1SC=C(N1)CC)CC1=CC=CC=C1 4-{(S)-2-[(R)-2-(tert-butoxycarbonylamino)-3-phenylpropionylamino]-2-(4-ethylthiazol-2-yl)ethyl}phenylaminosulfonic acid